C1(=C(C=CC=C1)[Li])[Li] 1,2-phenylenedilithium